COC1=CC=C(CO[C@H]2COCC[C@H]2OC2=NC(=NC=C2C(F)(F)F)NC2=CC=C(C=C2)S(=O)(=O)NC)C=C1 4-((4-(((3S,4R)-3-((4-methoxybenzyl)oxy)tetrahydro-2H-pyran-4-yl)oxy)-5-(trifluoromethyl)pyrimidin-2-yl)amino)-N-methylbenzenesulfonamide